FC1=C(CC2=NC3=C(N2CCOC)C=C(C=C3)C(=O)OC)C=CC(=C1)C1=NC(=CC(=C1)F)O Methyl 2-(2-fluoro-4-(4-fluoro-6-hydroxypyridin-2-yl) benzyl)-1-(2-methoxyethyl)-1H-benzo[d]imidazole-6-carboxylate